CC1=C2CN(C(NC2=CC=C1)=O)C1CCC(CC1)C(=O)O (1s,4s)-4-(5-methyl-2-oxo-1,2-dihydroquinazolin-3(4H)-yl)cyclohexanecarboxylic acid